3-fluoro-2-isopropyl-6-(2-methoxy-4-pyridyl)aniline FC=1C(=C(N)C(=CC1)C1=CC(=NC=C1)OC)C(C)C